3-(piperidin-4-yl)-3,6-diazabicyclo[3.1.1]heptane-6-carboxylic acid tert-butyl ester C(C)(C)(C)OC(=O)N1C2CN(CC1C2)C2CCNCC2